ClC=1C=C(C(=NC1)F)C1(CCNCC1)F 5-chloro-2-fluoro-3-(4-fluoropiperidin-4-yl)pyridine